FC(C1=C(C=C(C(=O)NCC2=C(C=CC3=C2N(C=N3)C)CC)C=C1)F)F 4-(difluoromethyl)-N-((6-ethyl-1-methyl-1H-benzimidazol-7-yl)methyl)-3-fluorobenzamide